(Z)-1-acetyl-2-((4-(naphthalen-2-yl)-6-(4-(oxetan-3-yl)piperazine-1-carbonyl)quinolin-2-yl)methylene)-indolin-3-one C(C)(=O)N1\C(\C(C2=CC=CC=C12)=O)=C/C1=NC2=CC=C(C=C2C(=C1)C1=CC2=CC=CC=C2C=C1)C(=O)N1CCN(CC1)C1COC1